C(N)(=N)C=1C=C(SC1)CNC(=O)[C@H]1N(CC2(OCCO2)C1)C(CNC(=O)C=1OC(=CC1)C1=CC=C(C=C1)F)=O (S)-N-((4-carbamimidoylthiophen-2-yl)methyl)-7-((5-(4-fluorophenyl)furan-2-carbonyl)glycyl)-1,4-dioxa-7-azaspiro[4.4]nonane-8-carboxamide